COC(=O)C=1C=CC2=C(N(C(=N2)CN2CCC(CC2)N2N=C(C=C2)COC2=CC=CC=C2)C[C@H]2OCC2)C1 (S)-1-(oxetan-2-ylmethyl)-2-((4-(3-(phenoxymethyl)-1H-pyrazol-1-yl)piperidin-1-yl)methyl)-1H-benzo[d]imidazole-6-carboxylic acid methyl ester